ClC1=CNC2=C(C=CC(=C12)Cl)NS(=O)(=O)C1=CC=C(C=C1)S(=O)(=O)NC1CCNCC1 N1-(3,4-dichloro-1H-indol-7-yl)-N4-(piperidin-4-yl)benzene-1,4-disulfonamide